FC1=C(C=CC(=C1)C1CCN(CC1)C)O 2-fluoro-4-(1-methyl-piperidin-4-yl)-phenol